BrC=1C=C2C=C(CC2=CC1)C(=O)O (2R)-5-bromoindene-2-carboxylic acid